2-cyclopropyl-3-(7-(4-(1-methyl-4-(trifluoromethyl)-1H-imidazol-2-yl)benzyl)-5H-pyrrolo[3,2-d]pyrimidin-2-yl)pyridin-4-ol C1(CC1)C1=NC=CC(=C1C=1N=CC2=C(N1)C(=CN2)CC2=CC=C(C=C2)C=2N(C=C(N2)C(F)(F)F)C)O